4-isopropyl-9H-thioxanthen-9-one C(C)(C)C1=CC=CC=2C(C3=CC=CC=C3SC12)=O